diglycidyl-4,5-epoxycyclohexane-1,2-dicarboxylic acid C(C1CO1)C1(C(CC2C(C1)O2)(C(=O)O)CC2CO2)C(=O)O